FC(F)(F)C1=NC=CC=N1 (trifluoromethyl)pyrimidin